3,5-difluoro-N-(4-(1-isopropyl-4-(trifluoromethyl)-1H-imidazol-2-yl)benzyl)pyridin-4-amine FC=1C=NC=C(C1NCC1=CC=C(C=C1)C=1N(C=C(N1)C(F)(F)F)C(C)C)F